SC1=NN=C(S1)SSC=1SC(=NN1)S bis(5-mercapto-1,3,4-thiadiazol-2-yl) disulfide